FC1=C(C#N)C=C(C=C1)CN1CCC2(CCN(C2)C(=O)N2CC(C3=NC(=CC=C32)C)(C)C)CC1 2-fluoro-5-((2-(3,3,5-trimethyl-2,3-dihydro-1H-pyrrolo[3,2-b]pyridine-1-carbonyl)-2,8-diazaspiro[4.5]decan-8-yl)methyl)benzonitrile